C(C1=CC=CC=C1)(=O)C(C#N)CC 2-benzoylbutanenitrile